1-[2-(1-piperidyl)-4-pyridyl]-N-(2-pyridylmethyl)methanamine N1(CCCCC1)C1=NC=CC(=C1)CNCC1=NC=CC=C1